CC=1C=C(C=C(C1)C)NS(=O)(=O)C1=CC=C(C=C1)NC(NCC=1C=NC=CC1)=O 3-{4-[(3,5-dimethylphenyl)sulfamoyl]phenyl}-1-(pyridin-3-ylmethyl)urea